(2-amino-1,1'-biphenyl-2-yl)palladium(II) mesylate S(C)(=O)(=O)[O-].NC1(C(=CC=CC1)C1=CC=CC=C1)[Pd+]